C(C)C([C@H](NC1C(CC(CC1)CC1CC(C(CC1)N[C@@H](C(C(=O)O)(CC)CC)C(=O)O)C)C)C(=O)O)(C(=O)O)CC tetraethyl-N,N'-[methylenebis(2-methylcyclohexane-4,1-diyl)]bis(aspartic acid)